3-ethoxy-1-(2-methoxyethoxy)but-3-en-2-one C(C)OC(C(COCCOC)=O)=C